OC(CCNC(=O)C=1C=NC2=CC=C(C=C2C1NC(C)C)C=1C=NNC1)(C)C N-(3-hydroxy-3-methylbutyl)-4-(isopropylamino)-6-(1H-pyrazol-4-yl)quinoline-3-carboxamide